3-phenyl-1H-pyrazin-2-one C1(=CC=CC=C1)C=1C(NC=CN1)=O